FC1=C(C=C(C(=C1)C1=NOC(=N1)C(F)(F)F)F)N1C(CC[C@H]1C(=O)N1CC2=CC=CC=C2CC1)=O (5S)-1-{2,5-difluoro-4-[5-(trifluoromethyl)-1,2,4-oxadiazol-3-yl]phenyl}-5-(3,4-dihydroisoquinolin-2(1H)-ylcarbonyl)pyrrolidin-2-one